CN1[C@@H]2[C@H](OCC1)CN(C2)C2=CC1=C(N(C=N1)C1=CC=C(C(=N1)N1N=C(C=C1C)C(F)F)CO)C=C2 [6-[5-[(4aS,7aR)-4-methyl-2,3,4a,5,7,7a-hexahydropyrrolo[3,4-b][1,4]oxazin-6-yl]benzimidazol-1-yl]-2-[3-(difluoromethyl)-5-methyl-pyrazol-1-yl]-3-pyridyl]methanol